O.O.I(=O)(O)(O)(O)(O)O orthoperiodic acid dihydrate